C1(CC1)OC=1C=C(C=CC1)C1=CC(=NN1C1=C(C=CC=C1)C(F)(F)F)COC(C(=O)OC)(C)C Methyl 2-([5-(3-cyclopropoxyphenyl)-1-[2-(trifluoromethyl)phenyl]-1H-pyrazol-3-yl]methoxy)-2-methylpropanoate